FC(CN1N=CC=2C1=NC(=CN2)N2CC1(CC2)CCN(CC1)C=1C=NC(=CC1)C(F)(F)F)F 2-[1-(2,2-difluoroethyl)-1H-pyrazolo[3,4-b]pyrazin-6-yl]-8-[6-(trifluoromethyl)pyridin-3-yl]-2,8-diazaspiro[4.5]decane